(3,5-Difluoro-4-((6-(trifluoromethyl)pyridin-3-yl)oxy)phenyl)methanol FC=1C=C(C=C(C1OC=1C=NC(=CC1)C(F)(F)F)F)CO